ClC1=CC=C(C(=N1)F)C1=CN=C2N1C=CN=C2NC2=CC(=C(C(=O)NCC1CCN(CC1)CC1CN(C1)C(=O)OC(C)(C)C)C=C2)CC tert-butyl 3-((4-((4-((3-(6-chloro-2-fluoropyridin-3-yl)imidazo[1,2-a]pyrazin-8-yl)amino)-2-ethylbenzamido)methyl)piperidin-1-yl)methyl)azetidine-1-carboxylate